[C-]1(C=CC=C1)C1=C2CC(CC2=CC=2C=C(CC12)C)(C)C.[CH-]1C=CC=C1.[Fe+2] 4-(ferrocen-1-yl)-2,2,6-trimethyl-1,2,3,5-tetrahydro-s-indacene